3-chloro-4-(3-((dimethylamino)methyl)-3-ethoxypyrrolidin-1-yl)-2,6-difluoro-N-(6-fluoropyridin-2-yl)benzenesulfonamide ClC=1C(=C(C(=CC1N1CC(CC1)(OCC)CN(C)C)F)S(=O)(=O)NC1=NC(=CC=C1)F)F